4-(1-phenylethyl)-1,3-dihydroxybenzene C1(=CC=CC=C1)C(C)C1=C(C=C(C=C1)O)O